COC=1C=C(CN2CCN(C3=C(C2=O)C=CC(=C3)C3=CC=NC=C3)C)C=CC1 4-(3-methoxybenzyl)-1-methyl-8-(pyridin-4-yl)-1,2,3,4-tetrahydro-5H-benzo[e][1,4]diazepin-5-one